FC=1C=C2C(=C(NC2=CC1)C1=CC=C(C=C1)F)CCC(=O)N[C@H]1CN(C[C@@H]1O)C(=O)OC(C)(C)C tert-butyl (3S,4S)-3-[3-[5-fluoro-2-(4-fluorophenyl)-1H-indol-3-yl]propanoylamino]-4-hydroxy-pyrrolidine-1-carboxylate